2-(2'-ethyl-4'-((5-(methylsulfonyl)-2,5-diazabicyclo[2.2.1]heptan-2-yl)methyl)-[1,1'-biphenyl]-4-yl)-1,1,1,3,3,3-hexafluoropropan-2-ol C(C)C1=C(C=CC(=C1)CN1C2CN(C(C1)C2)S(=O)(=O)C)C2=CC=C(C=C2)C(C(F)(F)F)(C(F)(F)F)O